diphenyl-4-(vinyl)phenylphosphine sulfur [S].C1(=CC=CC=C1)P(C1=CC=C(C=C1)C=C)C1=CC=CC=C1